CN(C([C@@H](N)CC1=CNC2=CC=CC=C12)=O)CC1=CC=CC=C1 L-tryptophan-(S)-methyl-benzylamide